4-amino-N-methyl-N-((5S)-2-(trifluoromethyl)-5,8-dihydro-6H-pyrano[3,4-b]pyridin-5-yl)-1,3-dihydrofuro[3,4-c][1,7]naphthyridine-8-carboxamide NC1=NC=2C=NC(=CC2C2=C1COC2)C(=O)N([C@@H]2COCC1=NC(=CC=C12)C(F)(F)F)C